tert-butyl (R)-2-bromo-6-(5-((tert-butyldiphenylsilyl)oxy)pentyl)-6,7-dihydropyrazolo[1,5-a]pyrazine-5(4H)-carboxylate BrC1=NN2C(CN([C@@H](C2)CCCCCO[Si](C2=CC=CC=C2)(C2=CC=CC=C2)C(C)(C)C)C(=O)OC(C)(C)C)=C1